3-[(Z)-N-(6-aminohexyl)-C-hydroxycarbonimidoyl]benzoic acid NCCCCCC\N=C(/O)\C=1C=C(C(=O)O)C=CC1